[Cl-].NC(C)C1N=C(N(C1)CC(=O)O)C=CCCCCCCCCCCCCCCC 1-aminoethyl-1-carboxymethyl-2-heptadecenyl-imidazoline chloride